COC1=CC=2N(N=C1OCC1=NC=3CCN(CC3C=C1)C(CC)O)C(=NN2)C2=NOC(=C2)C ((((7-methoxy-3-(5-methylisoxazol-3-yl)-[1,2,4]triazolo[4,3-b]pyridazin-6-yl)oxy)methyl)-7,8-dihydro-1,6-naphthyridin-6(5H)-yl)propan-1-ol